N-((3-fluoropyridin-2-yl)methyl)-2-(2-((2-(6-(2-methoxyethoxy)-1H-benzo[d]imidazol-2-yl)ethyl)amino)ethyl)oxazole-4-carboxamide FC=1C(=NC=CC1)CNC(=O)C=1N=C(OC1)CCNCCC1=NC2=C(N1)C=C(C=C2)OCCOC